FC1C(C2=CC=CC=C2C1)=O mono-fluoro-2,3-dihydro-1-indenone